ClC=1C(=NC=CC1C(=O)N1CCOCC1)NC1=C(C=C(C(=O)OC)C=C1F)C1CC1 methyl 4-{[3-chloro-4-(morpholine-4-carbonyl)pyridin-2-yl]amino}-3-cyclopropyl-5-fluorobenzoate